C(C=C)[C@@H]1C(CC1)=O (R)-2-ALLYLCYCLOBUTANONE